NC[C@@H]1N(CC(C1)C1=CC(=C(C=C1)OC(F)F)OCC1CC1)C(C)=O 1-((2R)-2-(aminomethyl)-4-(3-(cyclopropylmethoxy)-4-(difluoromethoxy)phenyl)pyrrolidin-1-yl)ethanone